FC1=CC=C(CN2N=C(N=C2)C(=O)N[C@@H]2C(N(C3=C(OC2)C=CC(=C3)N3CC2(C3)CCOCC2)C)=O)C=C1 (S)-1-(4-fluorobenzyl)-N-(5-methyl-4-oxo-7-(7-oxa-2-azaspiro[3.5]nonan-2-yl)-2,3,4,5-tetrahydrobenzo[b][1,4]oxazepin-3-yl)-1H-1,2,4-triazole-3-carboxamide